3,4-difluorosulfolane FC1CS(=O)(=O)CC1F